6-(2-methyl-2H-indazol-5-yl)-2-(piperazin-1-yl)thiazolo[5,4-d]pyrimidin-7(6H)-one CN1N=C2C=CC(=CC2=C1)N1C=NC2=C(C1=O)N=C(S2)N2CCNCC2